FC1=C(C(=CC=C1)F)C=1C=2C=3CCCCCC3SC2NC(CN1)=S 3-(2,6-Difluorophenyl)-9-thia-4,7-diazatricyclo[8.5.0.02,8]pentadeca-1(10),2(8),3-triene-6-thione